benzyl 4-(5-fluoro-2,3-dihydro-1H-pyrrolo[2,3-b]pyridin-4-yl)-2,2-dimethylpiperazine-1-carboxylate TFA salt OC(=O)C(F)(F)F.FC=1C(=C2C(=NC1)NCC2)N2CC(N(CC2)C(=O)OCC2=CC=CC=C2)(C)C